BrC=1C=CC=2N(C3=CC=CC=C3C2C1)C1=CC=C(C=C1)Br 3-bromo-9-(4-bromophenyl)-9H-carbazole